FC(C1=CC2=C(SC(=C2)C(N[C@H]2CCCC[C@@H]3N(C2=O)[C@@H](CC3)C(=O)N3CC=2C=CNC(C2CC3)=O)=O)C=C1)(F)P(O)(O)=O (difluoro(2-(((3S,6S,10aS)-5-oxo-3-(5-oxo-1,2,3,4,5,6-hexahydro-2,6-naphthyridine-2-carbonyl)decahydropyrrolo[1,2-a]azocin-6-yl)carbamoyl)benzo[b]thiophen-5-yl)methyl)phosphonic acid